C(C)(C)(C)OC(=O)C1CC2CCC(CC2CC1)OC(=O)C1C2C=CC(C1)C2 5-(6-tert-butoxycarbonyl-decahydronaphthalene-2-yloxycarbonyl)-bicyclo[2.2.1]hept-2-ene